C1=CC(=C(C=C1C2=CC(=O)C3=C(C=C(C=C3O2)O)O)O[C@H]4[C@@H]([C@H]([C@@H]([C@H](O4)C(=O)O)O)O)O)O The molecule is a luteolin glucosiduronic acid consisting of luteolin having a beta-D-glucosiduronic acid residue attached at the 3'-position. It has a role as a metabolite. It is a luteolin O-glucuronoside and a trihydroxyflavone.